N-(cis-3-hydroxy-3-methylcyclobutyl)-2-(3-isopropyl-6-oxo-4-(pyridin-2-yl)pyridazin-1(6H)-yl)acetamide OC1(CC(C1)NC(CN1N=C(C(=CC1=O)C1=NC=CC=C1)C(C)C)=O)C